3-amino-D-tyrosine NC=1C=C(C[C@@H](N)C(=O)O)C=CC1O